Cl.NC[C@H]1CN(CC1)C(=O)NC1=NC(N(C=C1)C1=CC=C(C=C1)CN1CCC(CC1)N)=O (S)-3-(Aminomethyl)-N-(1-(4-((4-aminopiperidin-1-yl)methyl)phenyl)-2-oxo-1,2-dihydropyrimidin-4-yl)pyrrolidine-1-carboxamide hydrochloride salt